5-chloro-4-(4-methylsulfonylpiperazin-1-yl)-2-(4-pyridinyl)-1H-pyrimidin-6-one ClC1=C(N=C(NC1=O)C1=CC=NC=C1)N1CCN(CC1)S(=O)(=O)C